BrC1=CC=C(S1)N1N=CC=C1 1-(5-Bromo-2-thienyl)pyrazole